BrC=1C(=NC=NC1)N1CCC(CC1)OC=1C=NC(=CC1)OC 5-bromo-4-(4-((6-methoxypyridin-3-yl)oxy)piperidin-1-yl)pyrimidine